S-[2-({(1R)-1-[1-Benzyl-4-(2,5-difluorophenyl)-1H-pyrrol-2-yl]-2,2-dimethylpropyl}{[1-(tert-butoxycarbonyl)pyrrolidin-3-yl]methyl}amino)-2-oxoethyl]-L-cystein C(C1=CC=CC=C1)N1C(=CC(=C1)C1=C(C=CC(=C1)F)F)[C@@H](C(C)(C)C)N(C(CSC[C@H](N)C(=O)O)=O)CC1CN(CC1)C(=O)OC(C)(C)C